C(C)N1N=C(C(=C1)F)[S@](=O)(N)=NC(NC1=C2C(=NC(=C1C1=CC=C(C=C1)F)C(F)(F)F)CCC2)=O (S)-1-ethyl-4-fluoro-N'-((3-(4-fluorophenyl)-2-(trifluoromethyl)-6,7-dihydro-5H-cyclopenta[b]pyridin-4-yl)carbamoyl)-1H-pyrazole-3-sulfonimidamide